2-methyl-2-nitropropane-d9 [2H]C([2H])([2H])C(C([2H])([2H])[2H])(C([2H])([2H])[2H])[N+](=O)[O-]